The molecule is a dicarboxylic acid that is succinic acid in which the methylene hydrogens at position 2 have been replaced by phosphonomethyl and hydroxy groups (the R-enantiomer). It is a dicarboxylic acid, a hydroxy carboxylic acid, a tertiary alcohol and a member of phosphonic acids. It derives from a succinic acid. It is a conjugate acid of a (R)-2-(phosphonomethyl)malate(3-). C(C(=O)O)[C@](CP(=O)(O)O)(C(=O)O)O